N-(2-(4-fluorophenyl)-2-oxo-1-(2-oxo-6,7-dihydro-2H-pyrano[2,3-d]pyrimidin-3(5H)-yl)ethyl)formamide FC1=CC=C(C=C1)C(C(N1C(N=C2C(=C1)CCCO2)=O)NC=O)=O